CC(=CC(=O)NCC1CN(C2=CC=CC=C2C1)C1=CC=C(C=C1)C(F)(F)F)C 3-methyl-N-((1-(4-(trifluoromethyl)phenyl)-1,2,3,4-tetrahydroquinolin-3-yl)methyl)but-2-enamide